FC1=CC=C(C2=C1N=C(O2)[C@H]2N(CCC1=C2N=CN1)C(=O)C=1OC(=NN1)C1=NC=CC=C1)F (S)-(4-(4,7-difluorobenzo[d]oxazol-2-yl)-6,7-dihydro-1H-imidazo[4,5-c]pyridin-5(4H)-yl)(5-(pyridin-2-yl)-1,3,4-oxadiazol-2-yl)methanone